Dodecyl 6,6'-((3-((6-(dodecyloxy)-6-carbonylhexyl)(4-hydroxybutyl)amino)propyl)azanediyl)dihexanoate C(CCCCCCCCCCC)OC(CCCCCN(CCCN(CCCCCC(=O)[O-])CCCCCC(=O)OCCCCCCCCCCCC)CCCCO)=C=O